FC=1C(=NC(=NC1)SC)C=1C=CC=C(C1)O 5-[5-fluoro-2-(methylsulfanyl)pyrimidin-4-yl]phenol